N-[(1S,5R)-3-azabicyclo[3.1.0]hexan-6-yl]-1-[2-chloro-4-[[5-(2,3-difluoro-4-methoxy-phenyl)-1-methyl-imidazole-2-carbonyl]amino]benzoyl]piperidine-4-carboxamide formate C(=O)O.[C@H]12CNC[C@@H]2C1NC(=O)C1CCN(CC1)C(C1=C(C=C(C=C1)NC(=O)C=1N(C(=CN1)C1=C(C(=C(C=C1)OC)F)F)C)Cl)=O